4-(3-fluoro-4-methoxyphenyl)-5-(4-methoxynaphthalene-1-yl)-1H-pyrazole FC=1C=C(C=CC1OC)C=1C=NNC1C1=CC=C(C2=CC=CC=C12)OC